tert-butyl N-methyl-N-[2-[2-methyl-4-(1-tetrahydropyran-2-yl-3-vinyl-indazol-5-yl)pyrazol-3-yl]oxyethyl]carbamate CN(C(OC(C)(C)C)=O)CCOC=1N(N=CC1C=1C=C2C(=NN(C2=CC1)C1OCCCC1)C=C)C